2,4-dioxo-1,2,3,4-tetrahydropyridine O=C1NC=CC(C1)=O